3-(tetrahydro-2H-pyran-4-yl)-2,3,4,5-tetrahydro-1H-benzo[d]azepine-7-amine O1CCC(CC1)N1CCC2=C(CC1)C=C(C=C2)N